NC=1C=2N(C3=CC(=CC=C3N1)C(=O)N(C1COCC3=NC(=CC=C31)C(F)(F)F)C)C=NC2 4-Amino-N-methyl-N-[2-(trifluoromethyl)-6,8-dihydro-5H-pyrano[3,4-b]pyridin-5-yl]imidazo[1,5-a]quinoxaline-8-carboxamide